ClC=1C(=NC(=NC1)N1C[C@@H](CCC1)CNC1=CC=C(C=C1)C1C(NC(CC1)=O)=O)NC=1C=C2C=C(C(N(C2=CC1)C)=O)OCC(=O)NC 2-((6-((5-chloro-2-((3S)-3-(((4-(2,6-dioxopiperidin-3-yl)phenyl)amino)methyl)piperidin-1-yl)pyrimidin-4-yl)amino)-1-methyl-2-oxo-1,2-dihydroquinolin-3-yl)oxy)-N-methylacetamide